FC(CN1N=NC2=C1C=C(C=C2)C=2C=CN1N=C(N=C(C12)OC)N[C@@H]1CN(C[C@@H]1F)C1(COC1)C#N)F 3-((3R,4S)-3-((5-(1-(2,2-Difluoroethyl)-1H-benzo[d][1,2,3]triazol-6-yl)-4-methoxypyrrolo[2,1-f][1,2,4]triazin-2-yl)amino)-4-fluoropyrrolidin-1-yl)oxetane-3-carbonitrile